COC=1C(=CC2=C(N=C(O2)C)C1C)B1OC(C(O1)(C)C)(C)C 5-methoxy-2,4-dimethyl-6-(4,4,5,5-tetramethyl-1,3,2-dioxaborolan-2-yl)-1,3-benzoxazole